3-(5-(4-((4'-chloro-5,5-dimethyl-3,4,5,6-tetrahydro-[1,1'-biphenyl]-2-yl)methyl)-1,4-diazacycloheptane-1-carbonyl)-6-fluoro-1-oxoisoindolin-2-yl)piperidine-2,6-dione ClC1=CC=C(C=C1)C1=C(CCC(C1)(C)C)CN1CCN(CCC1)C(=O)C=1C=C2CN(C(C2=CC1F)=O)C1C(NC(CC1)=O)=O